[Br-].C(CCCCCCCCCCCCCCC)[N+](C)(CCCCCCCCCCCCCCCC)CCCCCCCCCCCCCCCC tris(hexadecyl)methyl-ammonium bromide